N[C@@H](CC1=CC=CC=C1)C(=O)N1[C@@H](CCC1)C(=O)NCC1=CC(=CC=C1)F Phenylalanyl-N-(3-Fluorobenzyl)-L-Prolinamide